C(C)(C)C1=NN(C(C2=C1N1C(=C2)SC=C1)O)CC(=O)O 2-(5-isopropyl-8-hydroxythiazolo[3',2':1,5]pyrrolo[2,3-d]pyridazin-7(8H)-yl)acetic acid